ClC1=C(C(=C(C(=N1)N1CC(CC1)C(=O)N)C#N)CC)C#N (6-chloro-3,5-dicyano-4-ethylpyridin-2-yl)pyrrolidine-3-carboxamide